C1(CC1)COC=1C=CC(=NC1)NC([C@H](C)N1C[C@](CCC1)(C(F)(F)F)O)=O (S)-N-(5-(cyclopropylmethoxy)pyridin-2-yl)-2-((R)-3-hydroxy-3-(trifluoromethyl)piperidin-1-yl)propanamide